C(C)OC(=O)C1(CCN(CC1)C(=O)OC(C)(C)C)C1=C(C=CC=C1)[N+](=O)[O-] 4-(2-nitrophenyl)piperidine-1,4-dicarboxylic acid 1-(tert-butyl) 4-ethyl ester